butyldiethanolamine CCCCN(CCO)CCO